(2S)-5-(2-methoxy-2-oxoethyl)-5-methylpyrrolidine-2-carboxylic acid ethyl ester C(C)OC(=O)[C@H]1NC(CC1)(C)CC(=O)OC